phenyl (E)-4-methylbenzenesulfonate CC1=CC=C(C=C1)S(=O)(=O)OC1=CC=CC=C1